CN1C(C(CCC1=O)C1=CC=C(C=C1)N1CCNCC1)=O 1-methyl-3-(4-(piperazin-1-yl)phenyl)piperidine-2,6-dione